[Hf].C12CN(CC(O1)C2)C2=NNC1=C2C=NC(=C1)NC(CC)=O N-(3-(6-oxa-3-azabicyclo[3.1.1]hept-3-yl)-1H-pyrazolo[4,3-c]pyridin-6-yl)propionamide hafnium